Cl.ClC1=C(C=C(C=C1)Cl)C(=O)NN1C(=NC2=C1C=CC=C2C(=O)N)N(C)C [(2,5-dichlorophenyl)carbonyl]amino-2-(dimethylamino)-1H-benzimidazole-4-carboxamide hydrochloride